4-methylbenzenesulfonic acid [1-(trifluoromethyl) cyclopropyl]Methyl ester FC(C1(CC1)COS(=O)(=O)C1=CC=C(C=C1)C)(F)F